ethyl 1-{2-[(2,4-dimethoxybenzyl) sulfamoyl]-4-nitrophenyl}-1H-pyrazole-4-carboxylate COC1=C(CNS(=O)(=O)C2=C(C=CC(=C2)[N+](=O)[O-])N2N=CC(=C2)C(=O)OCC)C=CC(=C1)OC